C12COCC(N1C=1SC3=C(N1)C=CC(=C3C(=O)NC=3C=NC(=CC3C(NC31COC(CC3)(CC1)C(F)(F)F)=O)OC)OC)C2 2-(3-Oxa-6-azabicyclo[3.1.1]heptan-6-yl)-6-methoxy-N-(6-methoxy-4-((1-(trifluoromethyl)-2-oxabicyclo[2.2.2]octan-4-yl)carbamoyl)pyridin-3-yl)benzo[d]thiazole-7-carboxamide